5-Carboxy-2'-desoxy-uridin C(=O)(O)C=1C(NC(N([C@H]2C[C@H](O)[C@@H](CO)O2)C1)=O)=O